1-(S)-tert-butylpiperidin-3-ylcarboxylate C(C)(C)(C)N1CC(CCC1)C(=O)[O-]